C12(CC3CC(CC(C1)C3)C2)CS(=O)(=O)NC(=O)C=2N=NC(=CC2)N2CCN(CC2)CC2=C(C=C(C=C2OC)C2=CC(=CC=C2)O)OC N-(1-Adamantylmethylsulfonyl)-6-[4-[[4-(3-hydroxyphenyl)-2,6-dimethoxyphenyl]methyl]piperazin-1-yl]pyridazine-3-carboxamide